N,N,3-trimethylpyrrolidin-3-amine hydrochloride Cl.CN(C1(CNCC1)C)C